(S)-N-{2-[6-aminopyridine-2-yl]-1-[2-(benzo[d]isoxazol-3-yl)phenyl]ethyl}-2,2,2-trifluoroacetamide NC1=CC=CC(=N1)C[C@@H](C1=C(C=CC=C1)C1=NOC2=C1C=CC=C2)NC(C(F)(F)F)=O